C(C1=CC=CC=C1)O[C@@H]1[C@H]([C@H](OC2=CC=C(C=C2)OC)O[C@@H]([C@H]1O[C@H]1[C@@H](OCC2=CC=CC=C2)[C@@H](O)[C@H](OCC2=CC=CC=C2)[C@H](O1)CO)COCC1=CC=CC=C1)N1C(C2=CC=CC=C2C1=O)=O 4-Methoxyphenyl 3,6-di-O-benzyl-2-deoxy-4-O-{2,4-di-O-benzyl-β-D-mannopyranosyl}-2-(1,3-dioxo-1,3-dihydro-2H-isoindol-2-yl)-β-D-glucopyranoside